1,5,8,12-tetrakis[2,4-bis(N-butyl-N-(2,2,6,6-tetramethyl-4-piperidyl)amino)s-triazin-6-yl]-1,5,8,12-tetraazadodecane C(CCC)N(C1CC(NC(C1)(C)C)(C)C)C1=NC(=NC(=N1)N(CCCC)C1CC(NC(C1)(C)C)(C)C)NCCCN(CCN(CCCNC1=NC(=NC(=N1)N(CCCC)C1CC(NC(C1)(C)C)(C)C)N(CCCC)C1CC(NC(C1)(C)C)(C)C)C1=NC(=NC(=N1)N(CCCC)C1CC(NC(C1)(C)C)(C)C)N(CCCC)C1CC(NC(C1)(C)C)(C)C)C1=NC(=NC(=N1)N(CCCC)C1CC(NC(C1)(C)C)(C)C)N(CCCC)C1CC(NC(C1)(C)C)(C)C